C(C)(C)(C)OC(=O)N[C@H](C(=O)OC)CC1=C(C=CC(=C1)Cl)COC methyl (2S)-2-[(tert-butoxycarbonyl) amino]-3-[5-chloro-2-(methoxymethyl) phenyl]propanoate